ClC1=C(C(=C(C=C1OC)OC)Cl)C1=CC(C=2N=C(N=CC2O1)NC1=C(C=CC=C1C)NC(C=C)=O)=O N-(2-((6-(2,6-dichloro-3,5-dimethoxyphenyl)-8-oxo-8H-pyrano[3,2-d]pyrimidin-2-yl)amino)-3-methylphenyl)acrylamide